NC1=C(C(=C(C=C1Cl)Cl)F)C1=C2C(=NC(=C1C#N)N1CC3(CN(C3)C(C=C)=O)CC1)CC(OC2)(C)C 4-(2-amino-3,5-dichloro-6-fluorophenyl)-7,7-dimethyl-2-(2-(2-propenoyl)-2,6-diazaspiro[3.4]octan-6-yl)-7,8-dihydro-5H-pyrano[4,3-b]pyridine-3-carbonitrile